OC1=C(C(=CC=C1)O)C1=CC=C(C2=CC=CC=C12)C#N 4-(2,6-dihydroxyphenyl)-1-naphthonitrile